The molecule is a glycosylgalactose consisting of beta-L-fucopyranose and beta-D-galactopyranose residues joined in sequence by a (1->2) glycosidic bond. It derives from a beta-L-fucose and a beta-D-galactose. C[C@H]1[C@H]([C@H]([C@@H]([C@H](O1)O[C@@H]2[C@H]([C@H]([C@H](O[C@H]2O)CO)O)O)O)O)O